C(C1=CC=CC=C1)(=O)OC1=CC=C(C=C1)C=CC(=O)C1=C(C=C(C=C1O)OC(C1=CC=CC=C1)=O)OC(C1=CC=CC=C1)=O [4-[3-(2,4-Dibenzoyloxy-6-hydroxyphenyl)-3-oxoprop-1-enyl]phenyl] benzoate